2,6-PyridineDicarboxylic Acid Chloride N1=C(C=CC=C1C(=O)Cl)C(=O)Cl